FC1(CN(C1)CCC=1N=C(C(N(C1)[C@H](C(=O)OC)CC(C)C)=O)C)C methyl (S)-2-(5-(2-(3-fluoro-3-methylazetidin-1-yl) ethyl)-3-methyl-2-oxopyrazin-1(2H)-yl)-4-methylpentanoate